CC1=CC=C(C=C1)S(=O)(=O)OCC1CC(C1)NC(=O)OC(C)(C)C ((1s,3s)-3-((tert-butoxycarbonyl)amino)cyclobutyl)methyl 4-methylbenzenesulfonate